sodium Maleic Anhydride Monomethacrylate C(C(=C)C)(=O)[O-].C1(\C=C/C(=O)O1)=O.[Na+]